(5S)-5-[(1R)-1-amino-2-hydroxy-ethyl]-1-(6-tert-butyl-5-methyl-pyrrolo[2,3-b]pyrazin-3-yl)-6,6-dimethyl-heptan-1-one N[C@@H](CO)[C@@H](CCCC(=O)C1=CN=C2C(=N1)N(C(=C2)C(C)(C)C)C)C(C)(C)C